NC1=C(C=C(C=C1N1CCN(CC1)C(=O)N)C1=CC=C(C=C1)Cl)C1=CC=C(C=C1)S(N)(=O)=O 4-(4'-amino-4-chloro-4''-sulfamoyl-[1,1':3',1''-terphenyl]-5'-yl)piperazine-1-carboxamide